3-(1-methyl-2-methylindol-3-yl)phthalide CN1C(=C(C2=CC=CC=C12)C1OC(=O)C2=CC=CC=C12)C